[4-[(2R,4S)-4-aminopyrrolidine-2-carbonyl]piperazin-1-yl]-[2-chloro-4-[[3-[3-(trifluoromethyl)-1H-pyrazol-4-yl]imidazo[1,2-a]pyrazin-8-yl]amino]phenyl]methanone N[C@H]1C[C@@H](NC1)C(=O)N1CCN(CC1)C(=O)C1=C(C=C(C=C1)NC=1C=2N(C=CN1)C(=CN2)C=2C(=NNC2)C(F)(F)F)Cl